3-propyl-1H-pyrazole-5-carboxamide C(CC)C1=NNC(=C1)C(=O)N